1-(5-(2-fluorophenyl)-1-((3-(furan-2-yl)phenyl)sulfonyl)-1H-pyrrol-3-yl)-N-methyl-methylamine trifluoroacetate salt FC(C(=O)O)(F)F.FC1=C(C=CC=C1)C1=CC(=CN1S(=O)(=O)C1=CC(=CC=C1)C=1OC=CC1)CNC